hydroxypyridone ethanolamine salt C(O)CN.OC=1C(NC=CC1)=O